(R)-(1-(2-hydroxy-4-(trifluoromethyl)phenyl)-4-((1-methylpiperidin-3-yl)amino)phthalazin-6-yl)dimethylphosphine oxide OC1=C(C=CC(=C1)C(F)(F)F)C1=NN=C(C2=CC(=CC=C12)P(C)(C)=O)N[C@H]1CN(CCC1)C